tert-butyl (((9H-fluoren-9-yl)methoxy)carbonyl)-L-phenylalanylglycinate C1=CC=CC=2C3=CC=CC=C3C(C12)COC(=O)N[C@@H](CC1=CC=CC=C1)C(=O)NCC(=O)OC(C)(C)C